4-hydroxytoluene OC1=CC=C(C)C=C1